oxybisphenoxarsine C1=CC=C2C(=C1)OC3=C([As]2)C(=CC=C3)OC4=CC=CC5=C4[As]C6=CC=CC=C6O5